BrC1=C(C=CC=C1)CC1(CC=C(CC1)C1=CN=C2C(=N1)N(N=C2N2CCCC1=NC=CC=C21)C2OCCCC2)C#N 1-[(2-bromophenyl)methyl]-4-[1-(oxan-2-yl)-3-(1,2,3,4-tetrahydro-1,5-naphthyridin-1-yl)-1H-pyrazolo[3,4-b]pyrazin-6-yl]cyclohex-3-ene-1-carbonitrile